N1=C(SC=2CNCCC12)N 4,5,6,7-tetrahydro-3-thia-1,5-diaza-2-indenylamine